[Re](=O)(=O)(=O)(=O)(=O)(=O)=O Rhenium heptaoxide